2-trimethylsilylethyl N-[(1R,3R)-3-[4-[(2,4-dimethoxyphenyl)methylamino]-3-[4-[[4-(trifluoromethyl)-2-pyridyl]carbamoyl]phenyl]-pyrazolo[4,3-c]pyridin-1-yl]cyclohexyl]carbamate COC1=C(C=CC(=C1)OC)CNC1=NC=CC2=C1C(=NN2[C@H]2C[C@@H](CCC2)NC(OCC[Si](C)(C)C)=O)C2=CC=C(C=C2)C(NC2=NC=CC(=C2)C(F)(F)F)=O